4-(7-(2-fluoro-3-nitrophenyl)imidazo[5,1-b]thiazol-5-yl)benzonitrile FC1=C(C=CC=C1[N+](=O)[O-])C=1N=C(N2C1SC=C2)C2=CC=C(C#N)C=C2